hexahydro-1,4-diazepin N1CCNCCC1